N[C@@H](C(=O)N1CCN(CC1)CC1=C(C=CC=C1F)OCC)C1CCN(CC1)CCC1=C(C=CC(=C1)Cl)C1=CC(=CC=C1)O (R)-2-amino-2-(1-(2-(4-chloro-3'-hydroxy-[1,1'-biphenyl]-2-yl)ethyl)piperidin-4-yl)-1-(4-(2-ethoxy-6-fluorobenzyl)piperazin-1-yl)ethan-1-one